CC([C@H](C)N1C(C=CC2=C1N=C(N=C2)S(=O)(=O)C)=O)C 8-[(2S)-3-methylbutan-2-yl]-2-(methylsulfonyl)pyrido[2,3-d]Pyrimidin-7(8H)-one